CC1=C(C=C(N)C=C1)N1C=NC(=C1)C 4-methyl-3-(4-methyl-1H-imidazol-1-yl)aniline